(2-cyclopropyl-2-(3-((3-((diisopropylamino)methyl)-4-(5-fluoro-2-methoxypyridin-4-yl)phenoxy)methyl)phenyl)ethyl)(methyl)phosphinic acid C1(CC1)C(CP(O)(=O)C)C1=CC(=CC=C1)COC1=CC(=C(C=C1)C1=CC(=NC=C1F)OC)CN(C(C)C)C(C)C